2,6-difluoro-4-((1-(3-fluoropropyl)pyrrolidin-3-yl)oxy)benzaldehyde FC1=C(C=O)C(=CC(=C1)OC1CN(CC1)CCCF)F